(S)-4-((1-(4-(2'-chloro-[2,4'-bipyridin]-4-yl)-2,5-difluorophenyl)ethyl)amino)-2-ethyl-2,3-dihydro-1H-pyrrolo[3,4-c]pyridin-1-one ClC1=NC=CC(=C1)C1=NC=CC(=C1)C1=CC(=C(C=C1F)[C@H](C)NC1=NC=CC2=C1CN(C2=O)CC)F